(4-(5-methoxy-1H-indol-3-yl)furan-2-yl)-3-oxopropanoic acid methyl ester COC(C(C=O)C=1OC=C(C1)C1=CNC2=CC=C(C=C12)OC)=O